N5-((1R,5S,6r)-3,3-Difluorobicyclo[3.1.0]hexan-6-yl)-N7-methyl-3-(tetrahydro-2H-pyran-4-yl)-2,3-dihydrobenzofuran-5,7-dicarboxamid FC1(C[C@H]2C([C@H]2C1)NC(=O)C=1C=C(C2=C(C(CO2)C2CCOCC2)C1)C(=O)NC)F